COC1=CC=C(CNC(C2=CC=CC=C2)=O)C=C1 N-(4-methoxybenzyl)benzamide